NC(CCC(=O)O)CC1=CC=CC=C1 4-amino-5-phenylpentanoic acid